2,3-dimethyl-5-(methylsulfonyl)benzamide CC1=C(C(=O)N)C=C(C=C1C)S(=O)(=O)C